N-(5-(4-(1H-pyrazol-1-yl)phenyl)-1H-pyrazol-3-yl)-4-methyl-1H-benzo[d]imidazol-5-amine N1(N=CC=C1)C1=CC=C(C=C1)C1=CC(=NN1)NC1=C(C2=C(NC=N2)C=C1)C